4-(azetidin-1-yl)-7,9-dimethyl-pyrido[3',2':4,5]thieno[3,2-d]pyrimidine N1(CCC1)C=1C2=C(N=CN1)C1=C(S2)N=C(C=C1C)C